2-chloro-3,5,6-trifluorobenzyl (1R)-cis-3-[(Z)-2-chloro-3,3,3-trifluoro-1-propenyl]-2,2-dimethylcyclopropanecarboxylate Cl\C(=C/[C@@H]1C([C@@H]1C(=O)OCC1=C(C(=CC(=C1F)F)F)Cl)(C)C)\C(F)(F)F